CN1CC(C1)(O)C1=NC=CC(=C1)C1=CC=C(C=C1)S(=O)(=O)[C@@H]1CC[C@H](CC1)NC1=NC=C(C=C1)C(F)(F)F.[Br].[Se] selenium bromine 1-methyl-3-(4-(4-((trans-4-((5-(trifluoromethyl)pyridin-2-yl)amino)cyclohexyl)sulfonyl)phenyl)pyridin-2-yl)azetidin-3-ol